CC(C)(C=CCC(C)C)O 2,6-dimethyl-3-hepten-2-ol